2-Amino-6-(piperidin-1-yl)-4-(3-(pyridin-2-yl)phenyl)pyridine-3,5-dinitrile NC1=NC(=C(C(=C1C#N)C1=CC(=CC=C1)C1=NC=CC=C1)C#N)N1CCCCC1